CC1(OB(OC1(C)C)C=1C(=NN2C1CN(CCC2)C(=O)OC(C)(C)C)C(=O)OCC)C 5-tert-butyl 2-ethyl 3-(4,4,5,5-tetramethyl-1,3,2-dioxaborolan-2-yl)-7,8-dihydro-4H-pyrazolo[1,5-a][1,4]diazepine-2,5(6H)-dicarboxylate